FC(C(=O)O)(F)F.FC(C(=O)O)(F)F.FC(C(=O)O)(F)F.C(C)(C)NCC1=C(C=C(C=C1)NC(=O)C1NCCNC1)C(N[C@H](C)C1=CC=CC2=CC=CC=C12)=O N-(4-((isopropylamino)methyl)-3-(((R)-1-(naphthalen-1-yl)ethyl)carbamoyl)phenyl)piperazine-2-carboxamide tris(2,2,2-trifluoroacetate)